(2R or S)-1-{3-[(1R)-1-aminoethyl]-2-fluorophenyl}-1,1-difluoro-2-methylpent-3-yn-2-ol N[C@H](C)C=1C(=C(C=CC1)C([C@@](C#CC)(O)C)(F)F)F |o1:10|